laurolactam C1(CCCCCCCCCCCN1)=O